2-(2'-ethyl-4'-((6-(ethylsulfonyl)-2,6-diazaspiro[3.3]heptan-2-yl)methyl)-[1,1'-biphenyl]-4-yl)-1,1,1,3,3,3-hexafluoropropan-2-ol C(C)C1=C(C=CC(=C1)CN1CC2(C1)CN(C2)S(=O)(=O)CC)C2=CC=C(C=C2)C(C(F)(F)F)(C(F)(F)F)O